C(C1=CC=CC=C1)OC(=O)N1[C@H]([C@@H]2CC[C@H](C1)N2C(=O)N2C1=C(C=CC3=C2C=CC=C3)C=CC=C1)C(=O)O (1S,2R,5R)-3-((benzyloxy)carbonyl)-8-(5H-dibenzo[b,f]azepine-5-carbonyl)-3,8-diazabicyclo[3.2.1]octane-2-carboxylic acid